[Si](C)(C)(C(C)(C)C)O\N=C\C=1C(=CC(=C(C1)N1C(N(C(=CC1=O)C(C)(F)F)C)=O)F)Cl 3-{5-[(E)-({[tert-Butyl(dimethyl)silyl]oxy}imino)methyl]-4-chloro-2-fluorophenyl}-6-(1,1-difluoroethyl)-1-methylpyrimidine-2,4(1H,3H)-dione